S1C=C(C=C1)CCNC(N)=O 3-(2-(thiophene-3-yl)ethyl)urea